5-(1-((3-ethyl-2,4-dioxo-1,2,3,4-tetrahydroquinazolin-7-yl)methyl)piperidin-4-yl)-N,6-dimethylpyridineamide C(C)N1C(NC2=CC(=CC=C2C1=O)CN1CCC(CC1)C=1C=CC(=NC1C)C(=O)NC)=O